CN(N)C(N)=S 1-methylhydrazinethiocarbamide